BrC=1C=C(CC=2C=NN(C2)C)C=C(C1)Cl 4-(3-bromo-5-chlorobenzyl)-1-methyl-1H-pyrazole